C1(=CC=CC2=CC=CC=C12)N(C1=CC=C(C=C1)B(O)O)C1=CC=CC=C1 4-(1-naphthyl-(phenyl)amino)phenylboronic acid